N-[4-(4-amino-7-ethyl-5-{3-fluoro-4-[(4-methylpyrimidin-2-yl)oxy]phenyl}-5H-pyrrolo[3,2-d]pyrimidin-6-yl)-3-methoxyphenyl]acrylamide diethylaminohydroxybenzoyl-hexyl-benzoate C(C)N(CC)C=1C(=C(C(=C(C(=O)O)C1)CCCCCC)C(C1=CC=CC=C1)=O)O.NC=1C2=C(N=CN1)C(=C(N2C2=CC(=C(C=C2)OC2=NC=CC(=N2)C)F)C2=C(C=C(C=C2)NC(C=C)=O)OC)CC